CC=1N(C(=CC1C(=O)NC1=CC(=CC=C1)OC(F)(F)F)C1=CC=CC=C1)CCCN1CCOCC1 2-methyl-1-(3-morpholinopropyl)-5-phenyl-N-(3-(trifluoromethoxy)phenyl)-1H-pyrrole-3-carboxamide